C1(=CC=CC=C1)[C@H](C)OCCO 2-[(1S)-1-phenylethoxy]ethan-1-ol